ClC1=C(OC2=C(C=CC=C2)NC(=O)C=2C(=NN(C2F)C)C(F)F)C=CC(=C1)C(F)(F)F N-[2-[2-chloro-4-trifluoromethylphenoxy]phenyl]-3-difluoromethyl-5-fluoro-1-methylpyrazole-4-carboxamide